C(C)(C)(C)OC(=O)N1CC(C1)(F)COC(=O)N1CCC(CC1)NC1=CC(=NC=2N1N=CC2C(C)C)C2=CC=NC=C2 (1-(tert-butoxycarbonyl)-3-fluoroazetidin-3-yl)methyl-4-((3-isopropyl-5-(pyridin-4-yl)pyrazolo[1,5-a]pyrimidin-7-yl)amino)piperidine-1-carboxylate